ClC1=C(C(=O)NC=2C=C3C=C(N(C3=CC2)CC)C(=O)NC2=CC(=CC=C2)F)C=C(C=C1)CNC(C(C)C)=O 5-(2-chloro-5-(isobutyrylaminomethyl)benzoylamino)-1-ethyl-N-(3-fluorophenyl)-1H-indole-2-carboxamide